N-[4-(1,1-dioxo-1,4-thiazinane-4-carbonyl)-3-piperidin-1-ylphenyl]cyclopropanecarboxamide O=S1(CCN(CC1)C(=O)C1=C(C=C(C=C1)NC(=O)C1CC1)N1CCCCC1)=O